(1S,4S)-5-[(S)-4-(2,3-dihydro-[1,4]dioxino[2,3-b]pyridin-3-yl)-benzyl]-2,5-diaza-bicyclo[2.2.1]heptane-2-carboxylic acid amide O1C[C@@H](OC2=NC=CC=C21)C2=CC=C(CN1[C@@H]3CN([C@H](C1)C3)C(=O)N)C=C2